COC(=O)C1(CCN(CC1)C(=O)OC(C)(C)C)CC1=C(C=CC(=C1)F)F 4-[(2,5-difluorophenyl)methyl]Piperidine-1,4-dicarboxylic acid 1-tert-butyl 4-methyl ester